1,2,3,4-tetramethylbutylhydroperoxide CC(C(C(CC)C)C)OO